FC1=C(C=CC(=C1)F)C1=CC(=CC(=C1)C1=CN=C2N1C=CC(=C2)N=CC2CCNCC2)NS(=O)(=O)C2CC2 N-(2',4'-difluoro-5-(7-((piperidin-4-ylmethylene)amino)imidazo[1,2-a]pyridin-3-yl)-[1,1'-biphenyl]-3-yl)cyclopropanesulfonamide